5-((4-chlorobenzyl)thio)-1H-1,2,3-triazole-4-carboxylic acid ClC1=CC=C(CSC2=C(N=NN2)C(=O)O)C=C1